2-(6-Chloro-benzothiazol-2-ylamino)-1-(2-methoxy-ethyl)-1H-benzoimidazole-5-carboxylic acid [1-(2-hydroxy-ethyl)-piperidin-4-yl]-amide OCCN1CCC(CC1)NC(=O)C1=CC2=C(N(C(=N2)NC=2SC3=C(N2)C=CC(=C3)Cl)CCOC)C=C1